2-heptyl-4-(3,4,5-trifluorobenzylamino)-7-methoxychroman C(CCCCCC)C1OC2=CC(=CC=C2C(C1)NCC1=CC(=C(C(=C1)F)F)F)OC